(RS)-(E)-5-(4-chlorobenzylidene)-2,2-dimethyl-1-(1H-1,2,4-triazol-1-ylmethyl)cyclopentanol ClC1=CC=C(\C=C\2/CCC([C@]2(O)CN2N=CN=C2)(C)C)C=C1 |r|